5-((1-(4-((3aR,6aR)-1-Methylhexahydropyrrolo[3,4-b]pyrrol-5(1H)-yl)phenyl)-1H-imidazol-4-yl)amino)pyrazine-2-carbonitrile CN1[C@@H]2[C@H](CC1)CN(C2)C2=CC=C(C=C2)N2C=NC(=C2)NC=2N=CC(=NC2)C#N